4-chloro-1-(5-(trifluoromethyl)-1H-indol-3-yl)butan-1-one ClCCCC(=O)C1=CNC2=CC=C(C=C12)C(F)(F)F